Cl.NC(C(=O)N[C@H](C(=C=O)N1CCC2(CC1)CN(C1=CC=CC=C12)S(=O)(=O)C)COC([2H])([2H])C1=C(C(=C(C(=C1[2H])[2H])[2H])[2H])[2H])(C)C (R)-2-amino-2-methyl-N-(1-(1-(methylsulfonyl)spiro[indoline-3,4'-piperidine]-1'-yl)-1-carbonyl-3-((phenyl-d5)methoxy-d2)propan-2-yl)propanamide hydrochloride